C1=CC2=CC=CC3=CCC(C1=C23)=O acenaphthylene-8-one